CC(=O)[C@H]1CC[C@@H]2[C@@]1([C@H](C[C@H]3[C@H]2CC[C@H]4[C@@]3(CC[C@H](C4)OC(=O)C)C)OC(=O)C)C The molecule is a steroid ester that is 5beta-pregnane substituted by an oxo group at position 20 and acetoxy groups at positions 3 and 12. It is a steroid ester, an acetate ester and a 20-oxo steroid. It derives from a hydride of a 5beta-pregnane.